1-(4-fluorophenyl)-5-(methoxymethoxy)indole-3-carbonitrile FC1=CC=C(C=C1)N1C=C(C2=CC(=CC=C12)OCOC)C#N